C1=NC(=C2C(=N1)N(C=N2)[C@H]3[C@@H]([C@@H]([C@H](O3)CO)OP(=O)(O)O)O)N 3'-adenosine monophosphate